N=1SN=C2C1C=CC=C2COC2=C(C=C(C=C2)C2C=1C(NC(C2)=O)=NNC1)OC 4-{4-[(2,1,3-Benzothiadiazol-4-yl)methoxy]-3-methoxyphenyl}-2H,4H,5H,6H,7H-pyrazolo[3,4-b]pyridin-6-one